1,3-dioxetanedione O1C(OC1=O)=O